2-[(5S)-3-[(2R,6S)-2,6-Dimethylmorpholin-4-carbonyl]-5-(trifluoromethyl)-4,5,6,7-tetrahydro-1H-indazol-1-yl]-1-[4-(2,3-dimethylphenyl)piperazin-1-yl]ethan-1-on C[C@@H]1CN(C[C@@H](O1)C)C(=O)C1=NN(C=2CC[C@@H](CC12)C(F)(F)F)CC(=O)N1CCN(CC1)C1=C(C(=CC=C1)C)C